2-(1-methylsulfonylethyl)-4,5-dihydrothiazole-4-carboxylic acid CS(=O)(=O)C(C)C=1SCC(N1)C(=O)O